tert-Butyl (3R,4S)-4-((4-chloro-5-(trifluoromethyl)pyrimidin-2-yl)amino)-3-fluoropiperidine-1-carboxylate ClC1=NC(=NC=C1C(F)(F)F)N[C@@H]1[C@@H](CN(CC1)C(=O)OC(C)(C)C)F